O1CCN(CC1)C1=NC(=NC(=C1)N1N=C(C=C1)C=1C=C(C=CC1)C)OCCC=1C=NN(C1)CCO 2-(4-(2-((4-morpholino-6-(3-(m-tolyl)-1H-pyrazol-1-yl)pyrimidin-2-yl)oxy)ethyl)-1H-pyrazol-1-yl)ethan-1-ol